CN1C(C=2N(C3=CC=CC=C13)C(=C(C2C2=CC=C(C=C2)C(F)(F)F)C#N)C2=CC=CC=C2)=O 5-methyl-4-oxo-1-phenyl-3-(4-(trifluoromethyl)phenyl)-4,5-dihydropyrrolo[1,2-a]quinoxaline-2-carbonitrile